CC1=CN=C2N1C=C(C=C2)C=2C=1N(C(=NC2C=2OC=CN2)N)N=C(N1)CC1COCC1 8-(3-methylimidazo[1,2-a]pyridin-6-yl)-7-(oxazol-2-yl)-2-((tetrahydrofuran-3-yl)methyl)-[1,2,4]triazolo[1,5-c]pyrimidin-5-amine